(R)-1-(3-(4-cyclopropyl-3-ethylpiperazine-1-carbonyl)-4-fluorobenzyl)-5-ethylpyrimidine-2,4(1H,3H)-dione C1(CC1)N1[C@@H](CN(CC1)C(=O)C=1C=C(CN2C(NC(C(=C2)CC)=O)=O)C=CC1F)CC